2-(4-(2-((S)-1-Cyclopropylethyl)-7-(methylsulfonyl)-1-oxoisoindolin-5-yl)pyridin-2-yl)-4-methyl-N-(tetrahydrofuran-3-yl)-1H-imidazole-5-carboxamide C1(CC1)[C@H](C)N1C(C2=C(C=C(C=C2C1)C1=CC(=NC=C1)C=1NC(=C(N1)C)C(=O)NC1COCC1)S(=O)(=O)C)=O